2-(2-((1r,4r)-4-hydroxy-4-methylcyclohexyl)-2H-pyrazolo[3,4-b]pyridin-6-yl)-3-methyl-5-(trifluoro-methyl)phenol OC1(CCC(CC1)N1N=C2N=C(C=CC2=C1)C1=C(C=C(C=C1C)C(F)(F)F)O)C